4-(4-((1R,5S)-3-oxa-7,9-diazabicyclo[3.3.1]nonan-9-yl)-6,8-difluoro-2-(((2R,7aS)-2-fluorotetrahydro-1H-pyrrolizin-7a(5H)-yl)methoxy)quinazolin-7-yl)naphthalen-2-ol [C@H]12COC[C@H](CNC1)N2C2=NC(=NC1=C(C(=C(C=C21)F)C2=CC(=CC1=CC=CC=C21)O)F)OC[C@]21CCCN1C[C@@H](C2)F